Methyl (S)-3-(1,4-dimethyl-1H-benzo[d][1,2,3]triazol-5-yl)-3-(3-(((S)-2-ethyl-7-hydroxy-2,3-dihydropyrido[2,3-f][1,4]oxazepin-4(5H)-yl)methyl)-4-methylphenyl)-2,2-dimethylpropanoate CN1N=NC2=C1C=CC(=C2C)[C@@H](C(C(=O)OC)(C)C)C2=CC(=C(C=C2)C)CN2C[C@@H](OC1=C(C2)N=C(C=C1)O)CC